6-(5-chloropyridin-2-yl)-N-((6-methylpyridazin-3-yl)methyl)pyrido[2,3-d]pyrimidin-4-amine ClC=1C=CC(=NC1)C1=CC2=C(N=CN=C2NCC=2N=NC(=CC2)C)N=C1